C[C@H]1OC(OCC1)C1=CC=CC=C1 (4R)-4-methyl-2-phenyl-1,3-dioxan